O=C1NC(CCC1N1C(C2=CC=C(C=C2C1=O)N1CCC(CC1)O)=O)=O 2-(2,6-Dioxopiperidin-3-yl)-5-(4-hydroxypiperidin-1-yl)isoindoline-1,3-dione